t-heptyl peroxy-n-octanoate C(CCCCCCC)(=O)OOC(C)(C)CCCC